N-(4-morpholinylphenyl)-8-(pyridin-2-yl)quinazolin-2-amine N1(CCOCC1)C1=CC=C(C=C1)NC1=NC2=C(C=CC=C2C=N1)C1=NC=CC=C1